4-methyl-3-(3-methyl-1H-pyrrolo[2,3-b]pyridin-4-yl)-2-[4-(trifluoromethyl)phenyl]-4,5,6,7-tetrahydropyrazolo[1,5-a]pyrazine hydrogen chloride Cl.CC1C=2N(CCN1)N=C(C2C2=C1C(=NC=C2)NC=C1C)C1=CC=C(C=C1)C(F)(F)F